1-benzyl-4-(2,5-dichloro-4-pyridinyl)piperidine-4-carbonitrile C(C1=CC=CC=C1)N1CCC(CC1)(C#N)C1=CC(=NC=C1Cl)Cl